[Pb](=O)=O.[Pb] lead-lead dioxide